5-(4-((3-ethyl-2,4-dioxo-1,2,3,4-tetrahydroquinazolin-7-yl)(methyl)amino)piperidin-1-yl)-N-methylpicolinamide C(C)N1C(NC2=CC(=CC=C2C1=O)N(C1CCN(CC1)C=1C=CC(=NC1)C(=O)NC)C)=O